2-(2-fluoro-4-((cis)-4-methoxypyrrolidin-2-yl)phenyl)-N-(1-methylpiperidin-4-yl)benzo[d]imidazo[2,1-b]thiazole-7-carboxamide dihydrochloride Cl.Cl.FC1=C(C=CC(=C1)[C@@H]1NC[C@@H](C1)OC)C=1N=C2SC3=C(N2C1)C=CC(=C3)C(=O)NC3CCN(CC3)C